tert-butyl 7-(trifluoromethylsulfonyloxy)-2-azaspiro[3.5]non-6-ene-2-carboxylate FC(S(=O)(=O)OC1=CCC2(CN(C2)C(=O)OC(C)(C)C)CC1)(F)F